6-methoxy-2,10,10-trimethyl-7-(6-(3-(piperidin-1-yl)propoxy)pyridin-3-yl)-9,10-dihydro-8-oxa-2,4,10a-triazanaphtho[2,1,8-cde]azulen-1(2H)-one COC=1C=C2N=CC=3N(C(N4C(COC(=C2C34)C1C=1C=NC(=CC1)OCCCN1CCCCC1)(C)C)=O)C